(2S,3R,4R)-1-acetyl-4-((4-chloro-2-hydroxyphenyl)amino)-2-cyclopropyl-3-methyl-1,2,3,4-tetrahydroquinoline-6-carboxamide C(C)(=O)N1[C@H]([C@@H]([C@H](C2=CC(=CC=C12)C(=O)N)NC1=C(C=C(C=C1)Cl)O)C)C1CC1